CC(CCCC=P(C1=CC=CC=C1)(C1=CC=CC=C1)C1=CC=CC=C1)CCCCCC (5-methylundecylidene)triphenylphosphorane